FC=1C(=C(C=C(C1)[C@@H](COC)C)[C@@H](C(=O)O)N1C[C@@H](CC1)N(CCCCCC1=NC=2NCCCC2C=C1)C)OC (S)-2-(3-fluoro-2-methoxy-5-((S)-1-methoxypropan-2-yl)phenyl)-2-((R)-3-(methyl(5-(5,6,7,8-tetrahydro-1,8-naphthyridin-2-yl)pentyl)amino)pyrrolidin-1-yl)acetic acid